3'''-(((methylazanediyl) bis(propane-3,1-diyl))bis(azanetriyl))tetrapropionate CN(CCCN(CCC(=O)[O-])CCC(=O)[O-])CCCN(CCC(=O)[O-])CCC(=O)[O-]